C(C1=CC=CC=C1)OCCCC1=NC=2C(=C3C(=NC2C)C=CS3)N1C 2-(3-(benzyloxy)propyl)-1,4-dimethyl-1H-imidazo[4,5-d]thieno[3,2-b]pyridine